N-(5-chloro-2-methoxybenzyl)-N-(4-(N-(prop-2-yn-1-yl)sulfamoyl)phenethyl)-2-(thiophen-3-yl)acetamide ClC=1C=CC(=C(CN(C(CC2=CSC=C2)=O)CCC2=CC=C(C=C2)S(NCC#C)(=O)=O)C1)OC